ethyl-(S)-(2-cyclopropylidenetetrahydro-1H-pyrrolizin-7a(5H)-yl)methanol Tin [Sn].C(C)[C@H](O)C12CCCN2CC(C1)=C1CC1